[K].C(CS)S ethylene mercaptan potassium salt